C(CCCCCCCCCCCCCCCCC)(=O)OC[C@@H](OC(CCCCCCCCCCCCCCCCC)=O)COP(=O)(O)OCCN 1,2-distearoyl-sn-glycero-3-phospho-ethanolamine